CC=1N=C(C2=C(N1)SC1=C2CCCC1)N1CCN(CC1)CC=1C=C2CN(C(C2=CC1)=O)C1C(NC(CC1)=O)=O 3-(5-((4-(2-methyl-5,6,7,8-tetrahydrobenzo[4,5]thieno[2,3-d]pyrimidin-4-yl)piperazin-1-yl)methyl)-1-oxoisoindolin-2-yl)piperidine-2,6-dione